6-fluoro-3,4-dihydro-2H-1-benzopyran-2-formic acid FC=1C=CC2=C(CCC(O2)C(=O)O)C1